3-[1-(3-carboxy-2-chlorobenzoyl)-4-fluoro-5-{[(4-fluorophenyl)methyl]sulfanyl}-1H-pyrazol-3-yl]pyrrolidine-2-carboxylic acid C(=O)(O)C=1C(=C(C(=O)N2N=C(C(=C2SCC2=CC=C(C=C2)F)F)C2C(NCC2)C(=O)O)C=CC1)Cl